ClC1=C(C=CC(=N1)C(=O)NS(=O)(=O)C1CC1)[N+](=O)[O-] 6-chloro-N-(cyclopropylsulfonyl)-5-nitropyridine-2-carboxamide